O1CCN(CC1)C=1C(=NON1)C(=O)N(C(OC(C)(C)C)=O)C1=CC=CC=C1 Tert-Butyl (4-morpholino-1,2,5-oxadiazole-3-carbonyl)(phenyl)carbamate